N1=NN(C2=NC=CC=C21)C2=CC(=C(C(=O)N([C@H]1CNCCC1)C1=NC=CC=C1C=1C=NN(C1)CCO)C=C2)F (R)-4-(3H-[1,2,3]triazolo[4,5-b]pyridin-3-yl)-2-fluoro-N-(3-(1-(2-hydroxyethyl)-1H-pyrazol-4-yl)pyridin-2-yl)-N-(piperidin-3-yl)benzamide